CC(C)(C)C neopentane